1-(4-(benzylamino)-5,6,7,8-tetrahydropyrido[2,3-d]pyrimidin-2-yl)-2-methyl-1H-indole-4-carboxamide hydrochloride salt Cl.C(C1=CC=CC=C1)NC=1C2=C(N=C(N1)N1C(=CC=3C(=CC=CC13)C(=O)N)C)NCCC2